BrCCCOC1=CC=C(C=C1)S(=O)(=O)NC1=C(C=CC=C1)CC1=CNC2=CC=C(C=C12)Cl 4-(3-bromopropyloxy)-N-(2-((5-chloro-1H-indol-3-yl)methyl)phenyl)benzenesulfonamide